5-(3-ethylimidazo[1,2-a]pyrimidin-6-yl)-N-(trans-4-(2-methoxyethoxy)cyclohexyl)pyrrolo[2,1-f][1,2,4]triazin-2-amine C(C)C1=CN=C2N1C=C(C=N2)C=2C=CN1N=C(N=CC12)N[C@@H]1CC[C@H](CC1)OCCOC